tert-butyl 3-[1-(2,6-dioxo-3-piperidyl)-3-methyl-2-oxo-benzimidazol-5-yl]pyrrolidine-1-carboxylate O=C1NC(CCC1N1C(N(C2=C1C=CC(=C2)C2CN(CC2)C(=O)OC(C)(C)C)C)=O)=O